C(C1=CC=CC=C1)C=1NC(=NN1)C=1C=C(OC=2C(=C3C=CNC3=CC2)CC(=O)NS(=O)(=O)C(F)(F)F)C=CC1 2-(5-(3-(5-Benzyl-4H-1,2,4-triazol-3-yl)phenoxy)-1H-indol-4-yl)-N-((trifluoromethyl)sulfonyl)acetamide